6-(imidazo[1,2-a]pyridin-7-yl)-5-(2-(3,3,3-trifluoro-2-methylpropyl)oxazol-5-yl)picolinonitrile N=1C=CN2C1C=C(C=C2)C2=C(C=CC(=N2)C#N)C2=CN=C(O2)CC(C(F)(F)F)C